C(C)O[Si](CCCSSSSCCC[Si](OCC)(OCC)OCC)(OCC)OCC bis-[gamma-(triethoxysilyl) propyl] tetrasulfide